(R)-tert-butyl 4-(1-(4-(2-methylbenzamido)-3-(trifluoromethyl)phenyl-sulfonamido)ethyl)piperidine-1-carboxylate CC1=C(C(=O)NC2=C(C=C(C=C2)S(=O)(=O)N[C@H](C)C2CCN(CC2)C(=O)OC(C)(C)C)C(F)(F)F)C=CC=C1